C(#N)C1=NC=C(C=C1NS(=O)(=O)C1=C(C=C(C=C1)F)F)C=1C=C2C(=NC=NC2=CC1)N1CCN(CC1)C(\C=C\C(C)=O)=O (E)-N-(2-cyano-5-(4-(4-(4-oxopent-2-enoyl)piperazin-1-yl)quinazolin-6-yl)pyridin-3-yl)-2,4-difluoro-benzene-sulfonamide